2-Ethoxy-3-(4-{2-[2-methyl-5-(4-methylthiophenyl)-pyrrol-1-yl]ethoxy}-phenyl)-propionic acid Iron [Fe].C(C)OC(C(=O)O)CC1=CC=C(C=C1)OCCN1C(=CC=C1C1=CC=C(C=C1)SC)C